ClCCCCN1N=CC=C(C1=O)N1C=CC=C1 2-(4-chlorobutyl)-4-(1H-pyrrol-1-yl)-2,3-dihydropyridazin-3-one